4-(3-(Hydroxymethyl)pyridin-2-yl)tetrahydro-2H-pyran-4-ol OCC=1C(=NC=CC1)C1(CCOCC1)O